FC1=C2C(=CN=C1C(F)(F)F)NC(=C2)C(=O)NC2CC[Si]1(CCCC1)CC2 4-fluoro-N-(5-silaspiro[4.5]decan-8-yl)-5-(trifluoromethyl)-1H-pyrrolo[2,3-c]pyridine-2-carboxamide